N1CC(C1)C(=O)OCCCC butyl azetidine-3-carboxylate